methyl[(3-oxo-1H-2-benzothiopyran-4(3H)-ylidene)methoxy]acetate COC(COC=C1C(SCC2=C1C=CC=C2)=O)=O